CC1=C(C=C(C=C1)C)CN (2,5-dimethylphenyl)methanamine